3-(4-(11H-dibenzo[b,e]azepin-6-yl)piperazin-1-yl)-2,2-dimethylpropanoic acid C1=CC=CC=2N=C(C3=C(CC21)C=CC=C3)N3CCN(CC3)CC(C(=O)O)(C)C